(2-fluoroethyl)trimethylammonium FCC[N+](C)(C)C